CN1CCC(CC1)C(=O)OCC(CCCCCCCCCC)CCCC(OCCCCCCCCCCCCC)=O 2-(4-oxo-4-(tridecyloxy)butyl)dodecyl 1-methylpiperidine-4-carboxylate